C(C)O[Si](C1=CC=C(C(=C)C)C=C1)(OCC)OCC p-triethoxysilyl-α-methylstyrene